BrC1=C(C(=NC=C1)NC(C1=CC=C(C=C1)C(C)(C)C)=O)COC1OCCCC1 N-[4-bromo-3-[(oxan-2-yloxy)methyl]pyridin-2-yl]-4-tert-butylbenzamide